2-(4-fluorophenyl)-3-phenylglutaric acid FC1=CC=C(C=C1)C(C(=O)O)C(CC(=O)O)C1=CC=CC=C1